O=C1NC(CCC1N1C(C2=CC=CC(=C2C1=O)NCCOCCOCCC(=O)N1CCC(CC1)C1=CC=C(C(=O)N2CCC(CC2)CCCCNC(\C=C\C=2C=NC=CC2)=O)C=C1)=O)=O (E)-N-(4-(1-(4-(1-(3-(2-(2-((2-(2,6-dioxopiperidin-3-yl)-1,3-dioxoisoindolin-4-yl)amino)ethoxy)ethoxy)propanoyl)piperidin-4-yl)benzoyl)piperidin-4-yl)butyl)-3-(pyridin-3-yl)acrylamide